R and S-beta-hydroxybutyric acid O[C@@H](CC(=O)O)C |r|